2-(3-bromo-5-(isobutyryloxy)benzylideneamino)-3-(4-hydroxyphenyl)propanoic acid BrC=1C=C(C=NC(C(=O)O)CC2=CC=C(C=C2)O)C=C(C1)OC(C(C)C)=O